F[C@H]1[C@H](N(C[C@H]1O)C(=O)OC(C)(C)C)C(=O)OCC1=CC=CC=C1 2-benzyl 1-(tert-butyl) (2R,3S,4R)-3-fluoro-4-hydroxypyrrolidine-1,2-dicarboxylate